tert-butyl N-[2-[2-[2-[4-[[2-(2,6-dioxo-3-piperidyl)-1-oxo-isoindolin-4-yl]amino]-1-piperidyl]ethoxy]ethoxy]ethyl]carbamate O=C1NC(CCC1N1C(C2=CC=CC(=C2C1)NC1CCN(CC1)CCOCCOCCNC(OC(C)(C)C)=O)=O)=O